(3-formyl-4-(methoxycarbonyl)phenyl)-2,7-diazaspiro[3.5]Nonane-2-carboxylic acid tert-butyl ester C(C)(C)(C)OC(=O)N1C(C2(C1)CCNCC2)C2=CC(=C(C=C2)C(=O)OC)C=O